1-(aminomethyl)cyclopentane-1-carbonitrile NCC1(CCCC1)C#N